C(C)(C)(C)C=1C=C(C=C(C1NC(=O)C1=CC2=CC=CC=C2C=C1)C(=C)C1=CC=CC=C1)C1=CC=CC=C1 N-(3-(tert-butyl)-5-(1-phenylvinyl)-[1,1'-biphenyl]-4-yl)-2-naphthamide